O=C(CC#N)C1CCOCC1 3-Oxo-3-(tetrahydro-2H-pyran-4-yl)propionitrile